3-[Isopropyl(4-Methylbenzoyl)Amino]-5-Phenylthiophene C(C)(C)N(C1=CSC(=C1)C1=CC=CC=C1)C(C1=CC=C(C=C1)C)=O